C(C)NC(=O)[C@@H]1[C@@H](CC[C@H](C1)C)C(C)C N-ethyl-(1S,2S,5R)-2-isopropyl-5-methylcyclohexanecarboxamide